heptyl-4-(4-trifluoromethylbenzylamino)-7-methoxychroman C(CCCCCC)C1OC2=CC(=CC=C2C(C1)NCC1=CC=C(C=C1)C(F)(F)F)OC